10-methyl-12-azatricyclo[6.3.1.02,7]Dodeca-2,4,6-triene CC1CC2C3=CC=CC=C3C(C1)N2